tert-Butyl 3-{4-[2-(ethoxycarbonyl)-4-fluorophenyl]-1-methyl-1H-indazol-6-yl}pyrrolidine-1-carboxylate C(C)OC(=O)C1=C(C=CC(=C1)F)C1=C2C=NN(C2=CC(=C1)C1CN(CC1)C(=O)OC(C)(C)C)C